(Z)-7-(5-bromo-3-(1-cyano-2-(5-cyano-2-methoxyphenyl)vinyl)-1H-indol-1-yl)-7-oxoheptylphosphonic acid dibenzyl ester C(C1=CC=CC=C1)OP(OCC1=CC=CC=C1)(=O)CCCCCCC(=O)N1C=C(C2=CC(=CC=C12)Br)/C(=C/C1=C(C=CC(=C1)C#N)OC)/C#N